8-Methoxy-7-methylimidazo[1,5-a]pyridine COC=1C=2N(C=CC1C)C=NC2